3-(((2,5-Bis(trifluoromethyl)pyrazolo[1,5-a]pyrimidin-7-yl)amino)methyl)-3-(4-fluorophenyl)-N-(3-hydroxycyclobutyl)azetidine-1-carboxamide FC(C1=NN2C(N=C(C=C2NCC2(CN(C2)C(=O)NC2CC(C2)O)C2=CC=C(C=C2)F)C(F)(F)F)=C1)(F)F